(2S,3S)-1-(7,8-dichloro-4-(1H-imidazol-1-yl) quinolin-2-yl)-3-hydroxypyrrolidine-2-carboxylate ClC1=CC=C2C(=CC(=NC2=C1Cl)N1[C@@H]([C@H](CC1)O)C(=O)[O-])N1C=NC=C1